maleimidoethylamine C1(C=CC(N1CCN)=O)=O